sodium 7-formyl-1H-indazole-5-sulfonate C(=O)C=1C=C(C=C2C=NNC12)S(=O)(=O)[O-].[Na+]